FC1([C@@H]([C@H](CCC1)N1C2CN(CC1CC2)C(C)C)N)F (1R,6S)-2,2-difluoro-6-[3-(propan-2-yl)-3,8-diazabicyclo[3.2.1]octan-8-yl]cyclohexan-1-amine